O[C@H](CN(C(C#CC1=CC(=C(C=C1)C1=CC=CC=C1)CN1CCCCC1)=O)C1=CC=CC=C1)CO N-[(2R)-2,3-dihydroxypropyl]-N-phenyl-3-{2-[(piperidin-1-yl)methyl][1,1'-biphenyl]-4-yl}prop-2-ynamide